C1(CCC1)C(C[N+](=O)[O-])O 1-cyclobutyl-2-nitroethanol